C(C)(C)(C)C1=C(C=CC=C1)C(C)C tert-butyl-isopropyl-benzene